para-t-butyltri-chloroacetophenone C(C)(C)(C)C1=CC=C(C=C1)C(C(Cl)(Cl)Cl)=O